6-(((3,3-difluoropropyl)amino)methyl)-2-iminooctanoic acid FC(CCNCC(CCCC(C(=O)O)=N)CC)F